NCC1=C(C=C(C=C1)C1=NOC(=C1)C=1C(=NC=C(N1)C1=CC=C(C=C1)S(=O)(=O)C(C)C)N(C(OC(C)(C)C)=O)C(=O)OC(C)(C)C)F tert-butyl (3-(3-(4-(aminomethyl)-3-fluorophenyl)isoxazol-5-yl)-5-(4-(isopropylsulfonyl)phenyl)pyrazin-2-yl)(tert-butoxycarbonyl)carbamate